C1(CCCCC1)CC[SiH](OCCOC)OCCOC cyclohexylethyl-bis-(2-methoxyethoxy)silane